(S)-N-ethyl-N-(1-hydroxy-3-methylbutan-2-yl)-2-nitrobenzenesulfonamide C(C)N(S(=O)(=O)C1=C(C=CC=C1)[N+](=O)[O-])[C@H](CO)C(C)C